4-(4-trifluoromethoxy-phenoxy)-benzoic acid FC(OC1=CC=C(OC2=CC=C(C(=O)O)C=C2)C=C1)(F)F